2-(4-((4-chlorobenzyl)oxy)-2-methoxyphenyl)-4-(trifluoromethyl)-1H-imidazole ClC1=CC=C(COC2=CC(=C(C=C2)C=2NC=C(N2)C(F)(F)F)OC)C=C1